ClC1=CCCC=CCC1.[Rh] Rhodium chloro(cycloocta-1,5-diene)